(1R,3s,5S)-3-((5-cyclopropyl-3-isopropylpyrazolo[1,5-a]pyrimidin-7-yl)amino)-8-azabicyclo[3.2.1]octane-8-carboxylic acid (1-(but-2-ynyl)-3-fluoroazetidine-3-yl)methyl ester C(C#CC)N1CC(C1)(F)COC(=O)N1[C@H]2CC(C[C@@H]1CC2)NC2=CC(=NC=1N2N=CC1C(C)C)C1CC1